O[C@@H]1[C@H](N(C1)C(=O)O[C@@H]1C[C@@H](CC1)C1=CC(=NN1)NC(CC1=CC(=NC=C1)OC)=O)C (1S,3R)-3-(3-{[(2-methoxypyridin-4-yl)acetyl]amino}-1H-pyrazol-5-yl)cyclopentyl (2R,3S)-3-hydroxy-2-methylazetidine-1-carboxylate